2-{[8-(4-methanesulfonylphenyl)-3-oxo-1H,2H,3H-benzo[e]isoindol-2-yl]methyl}prop-2-enamide CS(=O)(=O)C1=CC=C(C=C1)C=1C=CC2=C(C=3CN(C(C3C=C2)=O)CC(C(=O)N)=C)C1